3-(5-(4-(4-(3-formyl-4-hydroxybenzyl)piperazin-1-yl)-3-nitrophenyl)-1,2,4-oxadiazol-3-yl)benzonitrile C(=O)C=1C=C(CN2CCN(CC2)C2=C(C=C(C=C2)C2=NC(=NO2)C=2C=C(C#N)C=CC2)[N+](=O)[O-])C=CC1O